1,2,3,4-ButaneTetracarboxylic Acid C(C(C(CC(=O)O)C(=O)O)C(=O)O)C(=O)O